Pyrimidine-3-carbonyl chloride N=1CN(C=CC1)C(=O)Cl